C(C(C)C)N1C=CC=2C1=NC(=CC2CN2CCCC2)C=2C=C1CN(C(C1=CC2)=O)C2C(NC(CC2)=O)=O 3-(5-(1-isobutyl-4-(pyrrolidin-1-ylmethyl)-1H-pyrrolo[2,3-b]pyridin-6-yl)-1-oxoisoindolin-2-yl)piperidine-2,6-dione